FC(C(O)C1=CNC2=CC=CC=C12)F 2,2-difluoro-1-(1H-indol-3-yl)ethane-1-ol